C(C)(C)(C)OC(=O)NC(C(=O)O)CCN(CCCCC1=NC=2NCCCC2C=C1)CCCOC 2-(tert-butoxycarbonylamino)-4-[3-methoxypropyl-[4-(5,6,7,8-tetrahydro-1,8-naphthyridin-2-yl)butyl]amino]butanoic acid